COC1=C(C(=CC(=C1)OC)CCCCC)S(=O)(=O)N1CCN(CC1)C(=O)OC(C)(C)C tert-butyl 4-((2,4-dimethoxy-6-pentylphenyl)sulfonyl)piperazine-1-carboxylate